5-(6-((2-(2-(2-(2-(4-aminophenoxy)ethoxy)ethoxy)ethoxy)ethyl)amino)-pyridin-3-yl)indolin-2-one NC1=CC=C(OCCOCCOCCOCCNC2=CC=C(C=N2)C=2C=C3CC(NC3=CC2)=O)C=C1